NCCN(C(CC(F)(F)F)C1=C(C(=CS1)C#N)F)C1CC1 5-[1-[2-aminoethyl(cyclopropyl)amino]-3,3,3-trifluoro-propyl]-4-fluoro-thiophene-3-carbonitrile